C(OCC(C)C)(OC=1C(=NC=CC1OC)C(N[C@@H](C)C=1SC(=NN1)C1=CC(=CC=C1)C(C)C)=O)=O (S)-isobutyl (2-((1-(5-(3-isopropylphenyl)-1,3,4-thiadiazol-2-yl)ethyl)carbamoyl)-4-methoxypyridin-3-yl) carbonate